3-methyl-5-(N-(4-chlorobenzyl)-N-phenethylsulfamoyl)benzofuran-2-carboxylic acid ethyl ester C(C)OC(=O)C=1OC2=C(C1C)C=C(C=C2)S(N(CCC2=CC=CC=C2)CC2=CC=C(C=C2)Cl)(=O)=O